NC=1C=C(C=CC1)C(C(F)(F)F)=O 1-(3-aminophenyl)-2,2,2-trifluoroethanone